3,5-difluoro-4-((7-methoxy-2-methyl-1H-imidazo[4,5-c][1,8]naphthyridin-1-yl)methyl)benzenesulfonamide FC=1C=C(C=C(C1CN1C(=NC=2C=NC=3N=C(C=CC3C21)OC)C)F)S(=O)(=O)N